CC1=CC(=CC(=C1Br)C)I 4-iodo-2,6-dimethylbromobenzene